4-Fluoro-6-(4-methylpiperazine-1-yl)benzo[b]thiophene-2-carboxylic acid FC1=CC(=CC=2SC(=CC21)C(=O)O)N2CCN(CC2)C